ClC1=CC2=C(C=N1)C(=NN2C2=NC(=CC(=C2)OCCOC)[C@]2(COCC2)OC)C(F)(F)F (R)-6-Chloro-1-(4-(2-methoxyethoxy)-6-(3-methoxytetrahydrofuran-3-yl)pyridin-2-yl)-3-(trifluoromethyl)-1H-pyrazolo[4,3-c]pyridine